(4,8-dimethyl-2-oxo-1H-quinolin-6-yl)-2-morpholino-5,7-dihydrofuro[3,4-b]pyridine-3-carboxamide CC1=CC(NC2=C(C=C(C=C12)C1=C2C(=NC(=C1C(=O)N)N1CCOCC1)COC2)C)=O